((3-(2-(difluoromethyl)-4-(pyridin-2-yloxy)phenyl)-1,2,4-oxadiazol-5-yl)methyl)acrylic acid FC(C1=C(C=CC(=C1)OC1=NC=CC=C1)C1=NOC(=N1)CC(C(=O)O)=C)F